C(C)(C)(C)C(CN(C(=O)OC1(CCCCC1)OC(CCCC)=O)C1=C(C=C(C=C1)NC=1N=CC2=C(N1)CNCC2)F)N2CCOCC2 (valeryloxy)cyclohexanol tert-butyl-N-[2-fluoro-4-({5H,6H,7H,8H-pyrido[3,4-d]pyrimidin-2-yl}amino)phenyl]-N-[2-(morpholin-4-yl)ethyl]carbamate